C1=CC=CC=2C3=CC=CC=C3C(C12)COC(=O)NCCCC[C@@H](C(NCCOCCOCCOCCC(=O)O)=O)NC(CCOCCOCC#C)=O (S)-15-(4-((((9H-fluoren-9-yl)methoxy)carbonyl)amino)butyl)-14,17-dioxo-4,7,10,20,23-pentaoxa-13,16-diazahexacos-25-ynoic acid